O=C1NC(CCC1N1C(C2=CC(=C(C=C2C1)NC(=O)N1[C@@H](CC2=CC=CC=C12)C)F)=O)=O (2R)-N-(2-(2,6-dioxopiperidin-3-yl)-6-fluoro-1-oxoisoindolin-5-yl)-2-methylindoline-1-carboxamide